N-[3-Chloro-1-(3-pyridinyl)-1H-pyrazol-4-yl]-N-ethyl-3-[(3,3,3-trifluoropropyl)sulfinyl]-propanamid ClC1=NN(C=C1N(C(CCS(=O)CCC(F)(F)F)=O)CC)C=1C=NC=CC1